NC(C[Si](OCCCC)(OCCCC)OCCCC)C 2-aminopropyl-tributoxysilane